2-Decyldodecyl 8-((4-(Dimethylamino)Butanoyl)Oxy)Pentadecanoate CN(CCCC(=O)OC(CCCCCCC(=O)OCC(CCCCCCCCCC)CCCCCCCCCC)CCCCCCC)C